3-methylene-6-amyl-cyclohex-1-ene C=C1C=CC(CC1)CCCCC